NC=1C(=NC=C(C1)C)OC=1C=NC(=NC1)N(C(OC(C)(C)C)=O)C(=O)OC(C)(C)C Tert-butyl (5-((3-amino-5-methylpyridin-2-yl)oxy)pyrimidin-2-yl)(tert-butoxycarbonyl)carbamate